2-(3-Carboxy-2,5-dihydroxyphenyl)-4-(4-carboxy-2,5-dihydroxyphenyl)-1,3,5-triazine C(=O)(O)C=1C(=C(C=C(C1)O)C1=NC=NC(=N1)C1=C(C=C(C(=C1)O)C(=O)O)O)O